ClC=1C(=C(C2=CC=CC=C2C1)OB(O)O)O (3-chloro-2-hydroxynaphthalen-1-yl)boric acid